N1=C(C=CC=2CCCNC12)CCOC=1C=C2C=NN(C2=CC1)C(CC(=O)O)C=1SC=CC1 3-(5-(2-(5,6,7,8-Tetrahydro-1,8-naphthyridin-2-yl)ethoxy)-1H-indazol-1-yl)-3-(thiophen-2-yl)propanoic acid